FC1=C(C=NO)C=CC(=C1)[N+](=O)[O-] 2-Fluoro-4-nitrobenzaldehyde oxime